4-[4-hydroxymethyloxybenzoyl]cinnamic acid OCOC1=CC=C(C(=O)C2=CC=C(C=CC(=O)O)C=C2)C=C1